ClC=1C=CC(=C(C1)C1CC(C1)NC(=O)C=1N=NN(C1)C(C)C=1C=NC(=NC1)S(=O)(=O)C)C#N N-(3-(5-chloro-2-cyanophenyl)cyclobutyl)-1-(1-(2-(methylsulfonyl)pyrimidin-5-yl)ethyl)-1H-1,2,3-triazole-4-carboxamide